3-((1R,4r)-4-(2-(((R)-2-(3-Fluorophenyl)-2-hydroxyethyl)amino)-2-methyl-propyl)cyclohexyl)-1,1-dimethylurea hydrochloride Cl.FC=1C=C(C=CC1)[C@H](CNC(CC1CCC(CC1)NC(N(C)C)=O)(C)C)O